N1=CC(=CC=C1)NC(=O)C=1C=NN2C1C=C(C=C2)C2=CNC=1N=C(N=CC12)NCC(F)(F)F N-(pyridin-3-yl)-5-(2-((2,2,2-trifluoroethyl)amino)-7H-pyrrolo[2,3-d]pyrimidin-5-yl)pyrazolo[1,5-a]pyridine-3-carboxamide